NC1=CC=C(C=N1)N1CCN(CC1)C=1C=C(C=CC1)N1CCN(CC1)C(=O)OC(C)(C)C tert-butyl 4-[3-[4-(6-amino-3-pyridyl)piperazin-1-yl]phenyl]-piperazine-1-carboxylate